(S)-8-chloro-4-((3-chloro-4-fluorophenyl)amino)-6-(((2-chloropyridin-3-yl)(1-(2-hydroxyethyl)-1H-1,2,3-triazol-4-yl)methyl)amino)quinoline-3-carbonitrile ClC=1C=C(C=C2C(=C(C=NC12)C#N)NC1=CC(=C(C=C1)F)Cl)N[C@H](C=1N=NN(C1)CCO)C=1C(=NC=CC1)Cl